ClC=1SC(=C(N1)C(=O)O)Cl 2,5-dichloro-1,3-thiazole-4-carboxylic acid